C(C)C1=C(C=CC(=C1)O)N=C(N)C1=C(C=2N(N=C1)C=C(C2)C=2C=NC(=CC2C)OC)NCC2CCN(CC2)C(=O)OC(C)(C)C tert-butyl 4-[[[3-[N'-(2-ethyl-4-hydroxy-phenyl)carbamimidoyl]-6-(6-methoxy-4-methyl-3-pyridyl)pyrrolo[1,2-b]pyridazin-4-yl]amino]methyl]piperidine-1-carboxylate